ClC1=C(C=C(S1)S(=O)(=O)Cl)C1=C(C(=CC=C1)F)F 5-chloro-4-(2,3-difluorophenyl)thiophene-2-sulfonyl chloride